(S)-1-cyano-N-(5-isobutyryl-4,5,6,7-tetrahydrothiazolo[5,4-c]pyridin-2-yl)pyrrolidine-3-carboxamide C(#N)N1C[C@H](CC1)C(=O)NC=1SC=2CN(CCC2N1)C(C(C)C)=O